O=P1NP(N(P(=N1)(F)F)F)(F)F oxo-pentafluoro-cyclotriphosphazene